C1(=CC=C(C=C1)C1CN(CCC1)C=1SC=CN1)C1=CC=CC=C1 2-(3-([1,1'-biphenyl]-4-yl)piperidin-1-yl)thiazole